trans-tert-Butyl 4-((3-(cyclopropylamino)-5-(4-hydroxycyclohexyl)-6-oxo-5,6-dihydropyrimido[4,5-c]isoquinolin-8-yl)methyl)piperazine-1-carboxylate C1(CC1)NC=1N=CC2=C(N(C(C=3C=C(C=CC23)CN2CCN(CC2)C(=O)OC(C)(C)C)=O)[C@@H]2CC[C@H](CC2)O)N1